[rac-(3R)-tetrahydrofuran-3-yl] methanesulfonate CS(=O)(=O)O[C@H]1COCC1 |r|